1,2,4-benzenetricarboxylic acid anhydride C1=CC2=C(C=C1C(=O)O)C(=O)OC2=O